CN[C@@H]1COC2=C1C=CC(=C2)N2C=NC(=C2)C(F)(F)F (S)-N-methyl-6-(4-(trifluoromethyl)-1H-imidazol-1-yl)-2,3-dihydrobenzofuran-3-amine